4',5,6,7,8-pentamethoxy-flavone COC1=CC=C(C=2OC3=C(C(=C(C(=C3C(C2)=O)OC)OC)OC)OC)C=C1